tert-butyl (S)-(2-(4-(1-hydroxyethyl)benzamido)phenyl)carbamate O[C@@H](C)C1=CC=C(C(=O)NC2=C(C=CC=C2)NC(OC(C)(C)C)=O)C=C1